C1CCC2=C(C=3CCCC3C=C12)NC(=O)N=S(=O)(N)C=1C=NN2C1OCC(C2)(C)O N'-((1,2,3,5,6,7-hexahydro-s-indacen-4-yl)carbamoyl)-6-hydroxy-6-methyl-6,7-dihydro-5H-pyrazolo[5,1-b][1,3]oxazine-3-sulfonimidamide